(R)-N-(4-([1,2,4]triazolo[1,5-a]pyridin-7-yloxy)-2-fluoro-5-methylphenyl)-6a,7,9,10-tetrahydro-6H-[1,4]oxazino[4',3':4,5][1,4]oxazino[2,3-f]quinazolin-4-amine N=1C=NN2C1C=C(C=C2)OC2=CC(=C(C=C2C)NC2=NC=NC1=CC=C3C(=C21)OC[C@@H]2N3CCOC2)F